tert-butyl 2-(6-iodo-2-(trifluoromethyl)-3-(2-(trimethylsilyl)ethoxy) phenyl)-2,9-diazaspiro[5.5]undecane-9-carboxylate IC1=CC=C(C(=C1N1CC2(CCC1)CCN(CC2)C(=O)OC(C)(C)C)C(F)(F)F)OCC[Si](C)(C)C